(S)-2-fluoro-4-(1-(2-fluoro-4-(3-methoxypyrrolidin-1-yl)phenyl)-3-((quinuclidin-4-ylmethyl)amino)-1H-pyrazol-5-yl)benzonitrile FC1=C(C#N)C=CC(=C1)C1=CC(=NN1C1=C(C=C(C=C1)N1C[C@H](CC1)OC)F)NCC12CCN(CC1)CC2